(S)-N-((S)-1-(6'-bromospiro[cyclopropane-1,3'-isochroman]-8'-yl)-3-(1,3-dioxan-2-yl)propyl)-2-methylpropan-2-sulfinamide BrC=1C=C2CC3(OCC2=C(C1)[C@H](CCC1OCCCO1)N[S@@](=O)C(C)(C)C)CC3